BrC1=CC=C2C(C(NC2=C1)=O)(C)C 6-bromo-3,3-dimethyl-2-indolinone